bis(4-hydroxy-3-methylphenyl)methane OC1=C(C=C(C=C1)CC1=CC(=C(C=C1)O)C)C